FC=1C=C(OCCCC2CCN(CC2)C2=NC=C(C=N2)C(=O)OC)C=CC1CC(=O)N1CC(C1)CO Methyl 2-(4-(3-(3-fluoro-4-(2-(3-(hydroxymethyl)azetidin-1-yl)-2-oxoethyl)phenoxy)propyl) piperidin-1-yl)pyrimidine-5-carboxylate